4-((2R,4s,6S)-2-cyano-7-((5-methoxy-7-methyl-1H-indol-4-yl)methyl)-7-azaspiro[3.5]nonan-6-yl)-N-(2-(3,3-difluoroazetidin-1-yl)ethyl)benzamide C(#N)C1CC2(C1)C[C@H](N(CC2)CC2=C1C=CNC1=C(C=C2OC)C)C2=CC=C(C(=O)NCCN1CC(C1)(F)F)C=C2